C(C1=CC=CC=C1)(=O)OC[C@H]1O[C@H]([C@]([C@@H]1OC(C1=CC=CC=C1)=O)(C)F)N1C=NC(=C1)I ((2R,3R,4R,5R)-3-(benzoyloxy)-4-fluoro-5-(4-iodo-1H-imidazol-1-yl)-4-methyloxolan-2-yl)methyl benzoate